BrC1=C(N(C2=CC(=CC=C12)Br)C)N=S(=O)(C1=CC=C(C=C1)C)C ((3,6-dibromo-1-methyl-1H-indol-2-yl)imino)(methyl)(p-tolyl)-λ6-sulfanone